NSC=1C=CC=2C(C3=CC=CC=C3NC2C1)=O 3-aminothioacridone